(2S,4R)-1-((S)-15-(tert-butyl)-2,2,3,3-tetramethyl-13-oxo-4-oxa-7,14-diaza-3-silahexadecan-16-oyl)-4-hydroxy-N-((S)-1-(4-(4-methylthiazol-5-yl)phenyl)ethyl)pyrrolidine-2-carboxamide C(C)(C)(C)[C@H](NC(CCCCCNCCO[Si](C(C)(C)C)(C)C)=O)C(=O)N1[C@@H](C[C@H](C1)O)C(=O)N[C@@H](C)C1=CC=C(C=C1)C1=C(N=CS1)C